COC1=C(C=CC(=C1C)C)CC(=O)O 2-methoxy-3,4-dimethylbenzeneacetic acid